N-hydroxy-N-nitrosophenyl-amine ON(N=O)C1=CC=CC=C1